ClC1=CC=C2C(=CNC2=C1)S(=O)(=O)NC1=NC=C(C(=N1)OC)OCCCF 6-chloro-N-[5-(3-fluoropropoxy)-4-methoxy-pyrimidin-2-yl]-1H-indole-3-sulfonamide